3-Hydroxy-N-((S)-1-phenylethyl)pyrrolidine-1-carboxamide OC1CN(CC1)C(=O)N[C@@H](C)C1=CC=CC=C1